5-{[(1R,2R)-2-Amino-3,3-difluorocyclohexyl]amino}-N-(3-carbamoyl-1-methyl-1H-pyrazol-4-yl)pyrazolo[1,5-a]pyrimidin-3-carboxamid N[C@@H]1[C@@H](CCCC1(F)F)NC1=NC=2N(C=C1)N=CC2C(=O)NC=2C(=NN(C2)C)C(N)=O